2,3,4-tri-O-acetyl-β-D-galactopyranose C(C)(=O)O[C@H]1[C@H](O)O[C@@H]([C@@H]([C@@H]1OC(C)=O)OC(C)=O)CO